ClC=1C(=C(C=CC1)C(C)(C)NC=1C2=C(N=CN1)C=CC(=N2)O[C@@H]2CN(CC2)C(C=C)=O)F (S)-1-(3-((4-((2-(3-chloro-2-fluorophenyl)propan-2-yl)amino)pyrido[3,2-d]pyrimidin-6-yl)oxy)pyrrolidin-1-yl)prop-2-en-1-one